[N].C(C1CO1)OCCC[Si](OC)(OC)OC [3-(2,3-Epoxypropoxy)propyl]trimethoxysilane nitrogen